(S)-2-(5-((4-((2-chloro-5-((1-(2,2-difluoroethyl)-1H-pyrazol-4-yl)ethynyl)pyridin-4-yl)amino)butan-2-yl)oxy)-1-methyl-1H-pyrazol-4-yl)pyrimidin-4-amine ClC1=NC=C(C(=C1)NCC[C@H](C)OC1=C(C=NN1C)C1=NC=CC(=N1)N)C#CC=1C=NN(C1)CC(F)F